3-(difluoromethoxy)-4-[2-(4-fluorophenyl)-1-oxo-2,3-dihydro-1H-pyrrolo[3,4-c]pyridin-4-yl]benzonitrile FC(OC=1C=C(C#N)C=CC1C1=NC=CC2=C1CN(C2=O)C2=CC=C(C=C2)F)F